3-{[(1S,3S)-3-hydroxycyclopentyl]oxy}-6-(2-hydroxypropan-2-yl)-2,3-dihydro-1H-isoindol-1-one O[C@@H]1C[C@H](CC1)OC1NC(C2=CC(=CC=C12)C(C)(C)O)=O